ClC1=C(NS(=O)(=O)C2=NN3C(N=C(C=C3OC)OC)=N2)C(=CC=C1C)Cl 2',6'-dichloro-5,7-dimethoxy-3'-methyl-[1,2,4]triazolo[1,5-a]pyrimidine-2-sulfonanilide